oxalic acid bis[2,4,5-trichloro-6-(pentyloxycarbonyl) phenyl] ester ClC1=C(C(=C(C(=C1)Cl)Cl)C(=O)OCCCCC)OC(C(=O)OC1=C(C=C(C(=C1C(=O)OCCCCC)Cl)Cl)Cl)=O